6-(1-((tert-butyldimethylsilyl)oxy)-2-fluoroethyl)pyridin-3-amine [Si](C)(C)(C(C)(C)C)OC(CF)C1=CC=C(C=N1)N